CC1(COC1)COCC1(COC1)CC 3-methyl-3-{[(3-ethyloxetan-3-yl)methoxy]methyl}oxetane